[Zn].[Ga].[In].N1(CCOCC1)C1=CC=CC=C1CC1=CC=C(C=C1)CC(CC)=O 1-(4-Morpholinebenzylphenyl)butanone Indium-Gallium-Zinc